ClCC12CC3(CC(CC(C1)(C3)C3=CC=CC=C3)C2)C=O (3-(chloromethyl)-5-phenyladamantan-1-yl)methanone